5,5'-((((((2,2'-dimethyl-[1,1'-biphenyl]-3,3'-diyl)bis(methylene))bis(oxy))bis(4-chloro-6-formyl-3,1-phenylene))bis(oxy))bis(methylene))dinicotinonitrile CC1=C(C=CC=C1COC=1C=C(C(=CC1Cl)C=O)OCC=1C=NC=C(C#N)C1)C1=C(C(=CC=C1)COC=1C=C(C(=CC1Cl)C=O)OCC=1C=NC=C(C#N)C1)C